benzyl 2-((1S,3aR,6aS)-1-((4-hydroxy-3-oxo-1-((S)-2-oxopyrrolidin-3-yl)pentan-2-yl)carbamoyl)octahydrocyclopenta[c]pyrrole-2-carbonyl)-4-methoxy-1H-indole-1-carboxylate OC(C(C(C[C@H]1C(NCC1)=O)NC(=O)[C@H]1N(C[C@H]2[C@@H]1CCC2)C(=O)C=2N(C1=CC=CC(=C1C2)OC)C(=O)OCC2=CC=CC=C2)=O)C